1-(4-(2-(4-iodophenyl)propan-2-yl)thiazol-2-yl)-3-(4-(piperazin-1-yl)benzyl)urea IC1=CC=C(C=C1)C(C)(C)C=1N=C(SC1)NC(=O)NCC1=CC=C(C=C1)N1CCNCC1